tert-butyl 1-ethyl-2,4-dioxo-3-(4-(trifluoromethyl)pyridin-2-yl)-1,3,8-triazaspiro[4.5]decane-8-carboxylate C(C)N1C(N(C(C12CCN(CC2)C(=O)OC(C)(C)C)=O)C2=NC=CC(=C2)C(F)(F)F)=O